C(C1=CC=CC=C1)NC(=O)C12NC(C3C(C1N(CC2C3)CC(C)C)CC(C)C)=O N-benzyl-1,7-diisobutyl-5-oxooctahydro-3aH-3,6-methanopyrrolo[3,2-b]pyridine-3a-carboxamide